The molecule is an eight-membered oligopeptide comprising Arg, Pro, Pro, Gly, Phe, Ser, Pro and Phe residues joined in sequence. It is an analogue of bradykinin lacking the Arg residue at position 9. It has a role as a bradykinin receptor B2 agonist. It is a conjugate base of a [des-Arg(9)]-bradykinin(1+). C1C[C@H](N(C1)C(=O)[C@@H]2CCCN2C(=O)[C@H](CCCN=C(N)N)N)C(=O)NCC(=O)N[C@@H](CC3=CC=CC=C3)C(=O)N[C@@H](CO)C(=O)N4CCC[C@H]4C(=O)N[C@@H](CC5=CC=CC=C5)C(=O)O